1-(3-chlorophenyl)-N-methylmethanamine ClC=1C=C(C=CC1)CNC